FC1(CN(C1)C=1C=CC(=NC1)C1=CC(=CN1C)C(=O)OC)F methyl 5-[5-(3,3-difluoroazetidin-1-yl) pyridin-2-yl]-1-methyl-1H-pyrrole-3-carboxylate